o-methylphenol CC1=C(C=CC=C1)O